NC1=CC(=NC=C1C(F)(F)F)C=1C=C2C=CN(C(C2=CC1F)=O)CCC[C@H](C)NC=1C=NNC(C1C(F)(F)F)=O 6-[4-amino-5-(trifluoromethyl)pyridin-2-yl]-7-fluoro-2-[(4S)-4-[[6-oxo-5-(trifluoromethyl)-1H-pyridazin-4-yl]amino]pentyl]isoquinolin-1-one